ClC1=C(C=CC=C1Cl)C=1C=2N(C(=NC1C)N1CCC3(CC1)[C@@H](C1=CC=CC=C1C3)N[S@@](=O)C(C)(C)C)C=CN2 (S)-N-((S)-1'-(8-(2,3-Dichlorophenyl)-7-methylimidazo[1,2-c]pyrimidin-5-yl)-1,3-dihydrospiro[indene-2,4'-piperidin]-1-yl)-2-methylpropane-2-sulfinamide